2-({4-[3-(3,4-dichlorophenyl)-1H-pyrrolo[3,2-b]pyridin-2-yl]pyridin-3-yl}oxy)-N-methylethanamine trifluoroacetate FC(C(=O)O)(F)F.ClC=1C=C(C=CC1Cl)C1=C(NC=2C1=NC=CC2)C2=C(C=NC=C2)OCCNC